ClC=1N=CC(=NC1)N1CCC2(CN3N([C@@H](CC3)C3=CC(=CC(=C3)F)F)C2=O)CC1 (S)-1-(5-chloropyrazin-2-yl)-7'-(3,5-difluorophenyl)dihydro-1'H,3'H,5'H-spiro[piperidine-4,2'-pyrazolo[1,2-a]pyrazol]-1'-one